6-[[1-[2-[tert-butyl(dimethyl)silyl]oxyethyl]-3-(trifluoromethyl)pyrrolo[2,3-b]pyridin-6-yl]methyl]-2-azaspiro[3.3]heptane-2-carboxylic acid tert-butyl ester C(C)(C)(C)OC(=O)N1CC2(C1)CC(C2)CC2=CC=C1C(=N2)N(C=C1C(F)(F)F)CCO[Si](C)(C)C(C)(C)C